N1CC(C1)NCCO 2-(azetidin-3-ylamino)ethan-1-ol